(2S,3S,4S,5S,6S)-3,4,5-tris(benzyloxy)-2-((S)-1-fluoro-2-(trityloxy)ethyl)-6-methoxytetrahydro-2H-pyran C(C1=CC=CC=C1)O[C@@H]1[C@H](O[C@@H]([C@H]([C@H]1OCC1=CC=CC=C1)OCC1=CC=CC=C1)OC)[C@H](COC(C1=CC=CC=C1)(C1=CC=CC=C1)C1=CC=CC=C1)F